4-(3-(4-((1R,5S)-3-(2-Hydroxyethyl)-3-azabicyclo[3.1.0]hexan-1-yl)phenyl)-6-methoxy-1H-pyrazolo[4,3-b]pyridin-5-yl)-2,3-dihydro-1H-indene-1-carbonitrile OCCN1C[C@@]2(C[C@@H]2C1)C1=CC=C(C=C1)C1=NNC=2C1=NC(=C(C2)OC)C2=C1CCC(C1=CC=C2)C#N